The molecule is dianion resulting from the reduction of all double bonds of sn-3-O-(geranylgeranyl)glycerol 1-phosphate(2-), in which all stereocenters have (R)-configuration. C[C@H](CCC[C@H](C)CCCC(C)C)CCC[C@@H](C)CCOC[C@@H](COP(=O)([O-])[O-])O